2,4-dichloropyridin-3-amine ClC1=NC=CC(=C1N)Cl